tris-(2-ethylhexyl) phosphate P(=O)(OCC(CCCC)CC)(OCC(CCCC)CC)OCC(CCCC)CC